ClC=1C=C(C=CC1)[C@H]1OP(OCC1)(OC1=CC=C(C=C1)[N+](=O)[O-])=O (4S)-4-(3-chlorophenyl)-2-(4-nitrophenoxy)-1,3,2-dioxaphosphinane 2-oxide